N[C@H](C(=O)O)CC1=CC(=C(C=C1)NC1=NC=C(C(=N1)NCC(F)F)C(F)(F)F)OC (S)-2-amino-3-(4-((4-((2,2-difluoroethyl)amino)-5-(trifluoromethyl)pyrimidin-2-yl)amino)-3-methoxyphenyl)propanoic acid